tert-butyl N-[(3R)-7-[5-(2,2-difluoromorpholin-4-yl)-1,3,4-oxadiazol-2-yl]-1,1,4-trioxo-5-[(4-phenoxyphenyl)methyl]-2,3-dihydro-1λ6,5-benzothiazepin-3-yl]carbamate FC1(CN(CCO1)C1=NN=C(O1)C=1C=CC2=C(N(C([C@H](CS2(=O)=O)NC(OC(C)(C)C)=O)=O)CC2=CC=C(C=C2)OC2=CC=CC=C2)C1)F